[Au](C#N)(C#N)(C#N)C#N.[NH4+] ammonium gold tetracyanide